CC1(OC2=CC(=C3C(=C2C2=C1C=CC(=C2)C)OC(OC3=O)C3=CC=CC=C3)CCCCC)C 8,8,11-Trimethyl-5-pentyl-2-phenyl-4H,8H-benzo[c][1,3]dioxino[4,5-f]chromen-4-on